2-butylbenzotriazol C(CCC)N1N=C2C(=N1)C=CC=C2